C(C)(C)(C)OC(=O)N[C@H](C(=O)OC)CC(C(=O)N1CCOC2=C(C1)C=CC=C2)C Methyl (2S)-2-((tert-butoxycarbonyl) amino)-5-(2,3-dihydrobenzo[f][1,4]oxazepin-4(5H)-yl)-4-methyl-5-oxopentanoate